6-amino-2-(3,5-dichloro-4-((6-oxo-4-phenyl-1,6-dihydropyridazin-3-yl)oxy)phenyl)-1,2,4-triazine-3,5(2H,4H)-dione NC=1C(NC(N(N1)C1=CC(=C(C(=C1)Cl)OC1=NNC(C=C1C1=CC=CC=C1)=O)Cl)=O)=O